6-Chloro-3-((3R)-9-(1-(4-(difluoromethoxy)phenyl)ethyl)-3-methyl-10-oxo-1,2,3,4,7,8,9,10-octahydropyrido[4',3':3,4]pyrazolo[1,5-a]pyrazine-2-carbonyl)-2-methylbenzonitrile ClC1=CC=C(C(=C1C#N)C)C(=O)N1CC=2C(=NN3C2C(N(CC3)C(C)C3=CC=C(C=C3)OC(F)F)=O)C[C@H]1C